(9H-fluoren-9-yl)methyl (4R,7S)-7-(4-(4-(4,4-difluorocyclohexyl)thiazol-2-yl)-4-(trifluoromethyl)piperidine-1-carbonyl)-1-oxa-6-azaspiro[3.5]nonane-6-carboxylate FC1(CCC(CC1)C=1N=C(SC1)C1(CCN(CC1)C(=O)[C@H]1N(C[C@]2(CCO2)CC1)C(=O)OCC1C2=CC=CC=C2C=2C=CC=CC12)C(F)(F)F)F